(4'-(6-chloro-2-(((3S,4R,5R)-4-hydroxy-5-(hydroxymethyl)tetrahydrofuran-3-yl)oxy)-1H-imidazo[4,5-b]pyridin-5-yl)-[1,1'-biphenyl]-4-yl)phosphonic acid ClC=1C=C2C(=NC1C1=CC=C(C=C1)C1=CC=C(C=C1)P(O)(O)=O)N=C(N2)O[C@H]2CO[C@@H]([C@H]2O)CO